7-cyclopentyl-N,N-dimethyl-2-((5-((1R,6S)-9-methyl-4-oxo-3,9-diazabicyclo[4.2.1]-non-3-yl)pyridin-2-yl)amino)-7H-pyrrolo[2,3-d]pyrimidine-6-carboxamide C1(CCCC1)N1C(=CC2=C1N=C(N=C2)NC2=NC=C(C=C2)N2C[C@H]1CC[C@@H](CC2=O)N1C)C(=O)N(C)C